[Mg].[B].N1N=NC=C1.N1N=NC=C1 bis(1,2,3-triazole) boron magnesium